ClC=1C=NN2C1C(=CC(=C2)C=2C=NN(C2)C2CCN(CC2)C(=O)C2CN(C2)C(C=C)=O)OC 1-(3-(4-(4-(3-chloro-4-methoxypyrazolo[1,5-a]pyridin-6-yl)-1H-pyrazol-1-yl)piperidine-1-carbonyl)azetidin-1-yl)prop-2-en-1-one